ethyl-2-{4-[2,4-bis(trichloromethyl)-s-triazin-6-yl]phenylthio}propanoic acid C(C)C(C(=O)O)(C)SC1=CC=C(C=C1)C1=NC(=NC(=N1)C(Cl)(Cl)Cl)C(Cl)(Cl)Cl